C[C@H]1CC[C@@H]2[C@H]([C@H]3[C@@H](N2C1)C[C@@H]4[C@@]3(CC[C@H]5[C@H]4CC=C6[C@@]5(CC[C@@H](C6)O[C@H]7[C@@H]([C@H]([C@H]([C@H](O7)CO)O)O[C@H]8[C@@H]([C@H]([C@@H]([C@H](O8)CO)O)O)O)O[C@H]9[C@@H]([C@@H]([C@H]([C@@H](O9)C)O)O)O)C)C)C The molecule is a glycoalkaloid poison found in species of the nightshade family (Solanaceae), such as the potato (Solanum tuberosum). It is a trisccharide derivative of solanidine [(22beta)-solanid-5-en-3beta-ol]. It has a role as a phytotoxin, an antineoplastic agent, an apoptosis inducer and a plant metabolite. It is a steroid saponin, a trisaccharide derivative and an organic heterohexacyclic compound. It derives from a solanidine.